Tert-Butyl (1-(8-((2,3-dichlorophenyl)thio)imidazo[1,2-c]pyrimidin-5-yl)pyrrolidin-3-yl)carbamate ClC1=C(C=CC=C1Cl)SC=1C=2N(C(=NC1)N1CC(CC1)NC(OC(C)(C)C)=O)C=CN2